ClC1=C(C=CC(=C1)F)C1N=C(NC(=C1C(=O)OC)C)C1=NC=CC=C1 methyl 4-(2-chloro-4-fluorophenyl)-6-methyl-2-(pyridin-2-yl)-1,4-dihydropyrimidine-5-carboxylate